3-(5-(methyl-((1s,2s)-2-(piperidin-1-yl)cyclopentyl)amino)-1-oxoisoindolin-2-yl)piperidine-2,6-dione CN(C=1C=C2CN(C(C2=CC1)=O)C1C(NC(CC1)=O)=O)[C@@H]1[C@H](CCC1)N1CCCCC1